(3-(Ethylamino)-2-nitrophenyl)methanol C(C)NC=1C(=C(C=CC1)CO)[N+](=O)[O-]